(2S,4R)-1-(2-(3-acetyl-5-(pyridazin-4-yl)-1H-indol-1-yl)acetyl)-N-(6-(benzyloxy)pyridin-2-yl)-4-fluoropyrrolidine-2-carboxamide C(C)(=O)C1=CN(C2=CC=C(C=C12)C1=CN=NC=C1)CC(=O)N1[C@@H](C[C@H](C1)F)C(=O)NC1=NC(=CC=C1)OCC1=CC=CC=C1